2,4,6-tribromopyridine BrC1=NC(=CC(=C1)Br)Br